tert-butyl (E)-2-(2,6-dichloro-4-(3-(3-methyl-6-(methylthio)benzofuran-2-yl)-3-oxo prop-1-en-1-yl)phenoxy)-2-methylpropanoate ClC1=C(OC(C(=O)OC(C)(C)C)(C)C)C(=CC(=C1)\C=C\C(=O)C=1OC2=C(C1C)C=CC(=C2)SC)Cl